(S)-2-(1H-pyrazol-4-yl)-7-(tetrahydro-2H-pyran-4-yl)-4,5,7,8-tetrahydro-3-oxa-1-thia-5a,8-diazabenzo[cd]azulen-9(6H)-one N1N=CC(=C1)C=1SC=2C(N[C@H](CN3C2C1OCC3)C3CCOCC3)=O